(6-Hydroxypyrazolo[5,1-a]isoquinoline-5-carbonyl)glycine OC1=C(N2C(C3=CC=CC=C13)=CC=N2)C(=O)NCC(=O)O